C12COCC(CN(C1)CCCCCN1C3=CC=C(C=C3OC=3C=C(C=CC13)Br)Br)C2 10-(5-(3-oxa-7-azabicyclo[3.3.1]nonan-7-yl)pentyl)-3,7-dibromo-10H-phenoxazine